cis-2-(((5S,7S)-7-fluoro-5-phenyl-6,7-dihydro-5H-pyrrolo[1,2-b][1,2,4]triazol-2-yl)thio)cyclopropanecarboxylic acid ethyl ester C(C)OC(=O)[C@H]1[C@H](C1)SC=1N=C2N(N1)[C@@H](C[C@@H]2F)C2=CC=CC=C2